C1(CC(C(CC1)C(C)C)OC(=O)N1C(CCC1)=O)C (-)-Menthylpyrrolidoncarboxylat